dipentaerythritol dimyristate C(CCCCCCCCCCCCC)(=O)OCC(COC(CCCCCCCCCCCCC)=O)(COCC(CO)(CO)CO)CO